[Cl-].[Er+3].[Cl-].[Cl-] Erbium(III) chloride